mercapto-N-(6-(methyl-(phenyl)amino)pyridin-3-yl)acetamide SCC(=O)NC=1C=NC(=CC1)N(C1=CC=CC=C1)C